2-(7-chloro-2-oxo-2,3-dihydro-1H-indol-1-yl)acetamide ClC=1C=CC=C2CC(N(C12)CC(=O)N)=O